2,3-Difluoro-6-[1-[6-methyl-2-(2-methylimidazo[1,2-b]pyridazin-6-yl)-4-oxo-chromen-8-yl]ethylamino]benzoic acid FC1=C(C(=O)O)C(=CC=C1F)NC(C)C=1C=C(C=C2C(C=C(OC12)C=1C=CC=2N(N1)C=C(N2)C)=O)C